2-chloro-3-(6-fluoro-8-methoxy-3,4-dihydroquinolin-1(2H)-yl)-6-((trifluoromethyl)sulfonyl)benzonitrile ClC1=C(C#N)C(=CC=C1N1CCCC2=CC(=CC(=C12)OC)F)S(=O)(=O)C(F)(F)F